ClC=1C(=CC=C2C=CC=C(C12)N1CC=2N=C(N=C(C2CC1)N1C[C@@H](NCC1)CC#N)OCC1(CC1)CN(C)C)F (S)-2-(4-(7-(8-chloro-7-fluoronaphthalene-1-yl)-2-((1-((dimethylamino)methyl)cyclopropyl)methoxy)-5,6,7,8-tetrahydropyrido[3,4-d]pyrimidin-4-yl)piperazin-2-yl)Acetonitrile